O[C@@H]1[C@H](C[C@H]([C@@H]1O)N1C=CC2=C1N=CN=C2NC)C(=O)NCC2CNCCC2 (1S,2R,3S,4R)-2,3-dihydroxy-4-(4-(methylamino)-7H-pyrrolo[2,3-d]pyrimidin-7-yl)-N-(piperidin-3-ylmethyl)cyclopentane-1-carboxamide